methyl (N-(((2R,3S,4R,5R)-5-(4-((3-ethynylphenyl)amino)-7H-pyrrolo[2,3-d]pyrimidin-7-yl)-3,4-dihydroxytetrahydrofuran-2-yl)methyl)sulfamoyl)carbamate C(#C)C=1C=C(C=CC1)NC=1C2=C(N=CN1)N(C=C2)[C@H]2[C@@H]([C@@H]([C@H](O2)CNS(=O)(=O)NC(OC)=O)O)O